CC1(OB(OC1(C)C)C=1C=C2C=C(N=CC2=CC1)CNC([O-])=O)C N-[[6-(4,4,5,5-tetramethyl-1,3,2-dioxaborolan-2-yl)-3-isoquinolyl]methyl]carbamate